tert-Butyl (tert-butoxycarbonyl)(4-oxobutyl)carbamate C(C)(C)(C)OC(=O)N(C(OC(C)(C)C)=O)CCCC=O